methyl azobispropionate N(=NCCC(=O)[O-])CCC(=O)OC